fluoro-2-((1-oxo-7-(trifluoromethylthio)-2,3-dihydro-1H-inden-4-yl)oxy)isophthalonitrile FC1=C(C(=C(C#N)C=C1)OC1=C2CCC(C2=C(C=C1)SC(F)(F)F)=O)C#N